3-[4-(2-acetoxyethoxy)phenyl]-5,7-di-t-butyl-benzofuran-2-one C(C)(=O)OCCOC1=CC=C(C=C1)C1C(OC2=C1C=C(C=C2C(C)(C)C)C(C)(C)C)=O